ClC1=CC=C(C=C1)C(CN1C=NC=C1)CCOC1=CC=C(C=C1)F 1-(2-(4-chlorophenyl)-4-(4-fluorophenoxy)butyl)-1H-imidazole